C1(CC1)C1=CC(=NN1)NC=1C2=C(N=C(N1)C=1C=NC(=CC1)N1CC3N(C(C1)C3)CC=3C=NC(=CC3)OC)C=CO2 N-(5-cyclopropyl-1H-pyrazol-3-yl)-2-(6-(6-((6-methoxypyridin-3-yl)methyl)-3,6-diazabicyclo[3.1.1]heptan-3-yl)pyridin-3-yl)furo[3,2-d]pyrimidin-4-amine